COC1=CC=C(C=C1)CN1C(C2(CC(NC2)=O)CCC1=O)=O 7-[(4-methoxyphenyl)methyl]-2,7-diazaspiro[4.5]decane-3,6,8-trione